sodium lauroyl leucinate N[C@@H](CC(C)C)C(=O)OC(CCCCCCCCCCC)=O.[Na]